(1R)-1-phenylethan-1-ol C1(=CC=CC=C1)[C@@H](C)O